Tetra-pentylbenzene-1,4-diamine C(CCCC)C1=C(C(=C(C(=C1N)CCCCC)CCCCC)N)CCCCC